tert-butyl (S)-2-(((S)-1-cyano-2-(2-fluoro-4-(3-(methyl-d3)-2-oxo-2,3-dihydrobenzo[d]oxazol-5-yl)phenyl)ethyl)carbamoyl)-1,4-oxazepane-4-carboxylate C(#N)[C@H](CC1=C(C=C(C=C1)C=1C=CC2=C(N(C(O2)=O)C([2H])([2H])[2H])C1)F)NC(=O)[C@H]1OCCCN(C1)C(=O)OC(C)(C)C